(2S,4S)-4-(2-(1H-pyrazol-3-yl)acetamido)-1-(2-methylbenzofuro[3,2-d]pyrimidin-4-yl)pyrrolidine-2-carboxylic acid N1N=C(C=C1)CC(=O)N[C@H]1C[C@H](N(C1)C=1C2=C(N=C(N1)C)C1=C(O2)C=CC=C1)C(=O)O